2,3-Bis(((4-(piperidin-1-yl)butyl)carbamothioyl)oxy)butane-1,4-diyl diheptadecanoate C(CCCCCCCCCCCCCCCC)(=O)OCC(C(COC(CCCCCCCCCCCCCCCC)=O)OC(NCCCCN1CCCCC1)=S)OC(NCCCCN1CCCCC1)=S